9'-[4-(4,6-diphenyl-1,3,5-triazin-2-yl)phenyl]-3,3'',6,6''-tetraphenyl-9,3':6',9''-ter-9H-carbazole C1(=CC=CC=C1)C1=NC(=NC(=N1)C1=CC=CC=C1)C1=CC=C(C=C1)N1C2=CC=C(C=C2C=2C=C(C=CC12)N1C2=CC=C(C=C2C=2C=C(C=CC12)C1=CC=CC=C1)C1=CC=CC=C1)N1C2=CC=C(C=C2C=2C=C(C=CC12)C1=CC=CC=C1)C1=CC=CC=C1